1-[(6-{5-azaspiro[2.3]hex-5-yl}-2-ethylpyridin-3-yl)methyl]-1H-1,2,3-triazole-4-carboxylic acid ethyl ester C(C)OC(=O)C=1N=NN(C1)CC=1C(=NC(=CC1)N1CC2(CC2)C1)CC